2,2-dichlorovinyl-2-ethylhexane ClC(=CCC(CCCC)CC)Cl